ethyl 2-sulfoethyl sulfoglutamate S(=O)(=O)(O)N[C@@H](CCC(=O)OCCS(=O)(=O)O)C(=O)OCC